(3S,4r,5R)-1-(2-(1-phenylpiperidin-4-yl)ethyl)piperidine-3,4,5-triol C1(=CC=CC=C1)N1CCC(CC1)CCN1C[C@@H](C([C@@H](C1)O)O)O